C(C)NC(=O)N[C@@H](CCS(=O)(=O)C)CC=C 1-ethyl-3-((R)-1-(methylsulfonyl)hex-5-en-3-yl)urea